3-(5-(1-((2-(trimethylsilyl)ethoxy)methyl)-1H-tetrazol-5-yl)pyridin-3-yl)phenyl cyclopentylcarbamate C1(CCCC1)NC(OC1=CC(=CC=C1)C=1C=NC=C(C1)C1=NN=NN1COCC[Si](C)(C)C)=O